(M)-2-[4-[4-(aminomethyl)-8-ethoxy-1-oxo-2H-phthalazin-6-yl]-2-methyl-pyrazol-3-yl]-4-chloro-6-(cyclopropoxy)-3-fluoro-benzonitrile NCC1=NNC(C2=C(C=C(C=C12)C1=C(N(N=C1)C)C1=C(C#N)C(=CC(=C1F)Cl)OC1CC1)OCC)=O